C(C)OC(=O)C1=NOC(=C1)CC1CCNCC1.FC(CN1CCC(CC1)CC1=CC(=NO1)C(=O)OCC)(F)F ethyl 5-[[1-(2,2,2-trifluoroethyl)piperidin-4-yl]methyl]-1,2-oxazole-3-carboxylate Ethyl-5-(piperidin-4-ylmethyl)-1,2-oxazole-3-carboxylate